1-(2,4-diethoxy-5-methoxyphenyl)propan-2-amine C(C)OC1=C(C=C(C(=C1)OCC)OC)CC(C)N